tert-butyl 3-ethyl-2-methyl-4-nitroso-2,3-dihydroquinoxaline-1-carboxylate C(C)C1C(N(C2=CC=CC=C2N1N=O)C(=O)OC(C)(C)C)C